5-(8-fluoro-[1,2,4]triazolo[1,5-a]pyridin-6-yl)-N-methyl-7H-pyrrolo[2,3-d]pyrimidin-2-amine FC=1C=2N(C=C(C1)C1=CNC=3N=C(N=CC31)NC)N=CN2